5-methoxy-3-methyl-2-(6-(N-methyl-9-(tosyloxy)nonanamido)-1H-pyrrolo[2,3-b]Pyridin-2-yl)imidazo[1,2-a]Pyridine-7-carboxylic acid methyl ester COC(=O)C1=CC=2N(C(=C1)OC)C(=C(N2)C2=CC=1C(=NC(=CC1)N(C(CCCCCCCCOS(=O)(=O)C1=CC=C(C)C=C1)=O)C)N2)C